N,N-Diisopropyl-ethylamin C(C)(C)N(C(C)C)CC